tert-butyl (1S,5R)-6-[6-(2,8-dimethylimidazo[1,2-b]pyridazin-6-yl)-8-methoxy-imidazo[1,2-a]pyridin-2-yl]-3-azabicyclo[3.1.0]hexane-3-carboxylate CC=1N=C2N(N=C(C=C2C)C=2C=C(C=3N(C2)C=C(N3)C3[C@@H]2CN(C[C@H]32)C(=O)OC(C)(C)C)OC)C1